ClC=1C=C2C(=CC1)NC(C21CCN(CC1)CCOC=1C=CC2=C(CCNS2(=O)=O)C1)=O 6-(2-{5-chloro-2-oxo-1,2-dihydrospiro[indole-3,4'-piperidin]-1'-yl}ethoxy)-3,4-dihydro-2H-1lambda6,2-benzothiazine-1,1-dione